1-{4-cyano-6-[(4-bromophenyl)amino]pyrimidin-2-yl}-5-amino-1H-pyrazole-4-carboxylic acid C(#N)C1=NC(=NC(=C1)NC1=CC=C(C=C1)Br)N1N=CC(=C1N)C(=O)O